C(C)N1CCC(CC1)COC=1C=CC(=NC1)N 5-((1-ethylpiperidin-4-yl)methoxy)pyridin-2-amine